4-(5-(4-Isopropylpiperazin-1-carbonyl)-2-(trifluoromethyl)oxazolidin-3-yl)-2-(trifluoromethyl)benzonitril C(C)(C)N1CCN(CC1)C(=O)C1CN(C(O1)C(F)(F)F)C1=CC(=C(C#N)C=C1)C(F)(F)F